4-[cyclopropyl-[4-(5,6,7,8-tetrahydro-1,8-naphthyridin-2-yl)butyl]amino]-2-[(2-methoxypyridine-3-carbonyl)amino]butanoic acid C1(CC1)N(CCC(C(=O)O)NC(=O)C=1C(=NC=CC1)OC)CCCCC1=NC=2NCCCC2C=C1